FC(N1C(=NC(=C1)C(F)(F)F)C1=CC=C(C#N)C=C1)F 4-(1-(difluoromethyl)-4-(trifluoromethyl)-1H-imidazol-2-yl)benzonitrile